3-((6-(4-methylphenyl)-8-(1-methyl-1H-pyrazol-4-yl)-[1,2,4]triazolo[1,5-a]pyrazin-2-yl)amino)-1,1,1-trifluoropropan-2-ol CC1=CC=C(C=C1)C=1N=C(C=2N(C1)N=C(N2)NCC(C(F)(F)F)O)C=2C=NN(C2)C